(R)-N-((5-cyclohexylpyrazin-2-yl)methyl)-1-((perfluorophenyl)sulfonyl)-N-(1-((2-(trimethylsilyl)ethoxy)methyl)-1H-benzo[d]imidazol-5-yl)azetidine-2-carboxamide C1(CCCCC1)C=1N=CC(=NC1)CN(C(=O)[C@@H]1N(CC1)S(=O)(=O)C1=C(C(=C(C(=C1F)F)F)F)F)C1=CC2=C(N(C=N2)COCC[Si](C)(C)C)C=C1